(S)-7-(2-benzyl-3-chloro-7-oxo-2,4,5,7-tetrahydro-6H-pyrazolo[3,4-c]pyridin-6-yl)-1,3,9-trimethyl-3,6,7,9-tetrahydro-1H-imidazo[4',5':4,5]benzo[1,2-b][1,4]oxazepin-2,8-dione C(C1=CC=CC=C1)N1N=C2C(N(CCC2=C1Cl)[C@@H]1C(N(C2=C(OC1)C=C1C(=C2)N(C(N1C)=O)C)C)=O)=O